CC1=CC(=NO1)C(=O)NC[C@H]1C[C@H](CC1)NC1=NC=C(C=C1)N1N=CC=CC1=O 5-methyl-N-[[(1R,3S)-3-[[5-(6-oxopyridazin-1-yl)-2-pyridyl]amino]cyclopentyl]methyl]isoxazole-3-carboxamide